(3R)-N-((1R)-2-((3-fluoro-4-(trimethylsilyl)phenyl)amino)-1-(4-(methoxymethyl)phenyl)-2-oxoethyl)-5-oxopyrrolidine-3-carboxamide FC=1C=C(C=CC1[Si](C)(C)C)NC([C@@H](C1=CC=C(C=C1)COC)NC(=O)[C@H]1CNC(C1)=O)=O